COC=1C=C(C(=O)[O-])C=C(C1)OC 3,5-dimethoxybenzoate